NC1=CC(=C(C=C1Cl)S(=O)(=O)O)Cl 4-amino-2,5-dichlorobenzenesulfonic acid